ClC1=C(C=CC(=C1)Cl)[C@]1(OC[C@H](O1)COC1=CC=C(C=C1)N1CCN(CC1)C1=CC=C(C=C1)NC(=O)C1=CSC=C1)C N-(4-(4-(4-(((2S,4R)-2-(2,4-dichlorophenyl)-2-methyl-1,3-dioxolan-4-yl)methoxy)phenyl)piperazin-1-yl)phenyl)thiophene-3-carboxamide